2'-chloro-N-(5-((1r,4r)-4-hydroxycyclohexane-1-carbonyl)-5,6-dihydro-4H-pyrrolo[3,4-d]thiazol-2-yl)-5'-methoxy-6-methyl-[4,4'-bipyridine]-3-carboxamide ClC1=NC=C(C(=C1)C1=C(C=NC(=C1)C)C(=O)NC=1SC2=C(N1)CN(C2)C(=O)C2CCC(CC2)O)OC